Methylcyclohexan CC1CCCCC1